6-(5-cyanopyridin-3-yl)-4-((1-phenylethyl)amino)quinoline-3-carbonitrile C(#N)C=1C=C(C=NC1)C=1C=C2C(=C(C=NC2=CC1)C#N)NC(C)C1=CC=CC=C1